5-fluoro-6-formylisoindoline-2-carboxylic acid tert-butyl ester C(C)(C)(C)OC(=O)N1CC2=CC(=C(C=C2C1)F)C=O